(E)-3-(3-methoxy-4-(2-((2-methyl-2-(p-tolyloxy)propionyl)oxy)ethoxy)phenyl)acrylic acid COC=1C=C(C=CC1OCCOC(C(C)(OC1=CC=C(C=C1)C)C)=O)/C=C/C(=O)O